6,7-diaminoanthracene-2,3-dicarbonitrile NC=1C=C2C=C3C=C(C(=CC3=CC2=CC1N)C#N)C#N